4-METHOXY-3-NITROPHENYLBORONIC ACID COC1=C(C=C(C=C1)B(O)O)[N+](=O)[O-]